O1C=C(C=C1)C=1N=C(C2=C(N1)SC(=C2)C)NCCCC2=CC=C(C=C2)C=2N=CC(=NC2)CO (5-[4-(3-([2-(furan-3-yl)-6-methylthieno[2,3-d]pyrimidin-4-yl]amino)propyl)phenyl]pyrazin-2-yl)methanol